2-(6-chloro-5'-fluoro-2',4-dinitrobiphenyl-3-yloxy)-N,N-dimethylethanamine ClC1=CC(=C(C=C1C1=C(C=CC(=C1)F)[N+](=O)[O-])OCCN(C)C)[N+](=O)[O-]